The molecule is an acyl-CoA that results from the formal condensation of the thiol group of coenzyme A with the carboxy group of (24R,25R)-3alpha,7alpha,12alpha,24-tetrahydroxy-5beta-cholestan-26-oic acid. It derives from a 3alpha,7alpha,12alpha,24-tetrahydroxy-5beta-cholestan-26-oic acid. It is a conjugate acid of a (24R,25R)-3alpha,7alpha,12alpha,24-tetrahydroxy-5beta-cholestan-26-oyl-CoA(4-). C[C@H](CC[C@H]([C@@H](C)C(=O)SCCNC(=O)CCNC(=O)[C@@H](C(C)(C)COP(=O)(O)OP(=O)(O)OC[C@@H]1[C@H]([C@H]([C@@H](O1)N2C=NC3=C(N=CN=C32)N)O)OP(=O)(O)O)O)O)[C@H]4CC[C@@H]5[C@@]4([C@H](C[C@H]6[C@H]5[C@@H](C[C@H]7[C@@]6(CC[C@H](C7)O)C)O)O)C